3-fluorobenzene-1,2-diamine FC1=C(C(=CC=C1)N)N